10-((6-fluoro-4-oxoquinazolin-3(4H)-yl)methyl)-7-azaspiro[4.5]Decane-7-carboxylic acid tert-butyl ester C(C)(C)(C)OC(=O)N1CC2(CCCC2)C(CC1)CN1C=NC2=CC=C(C=C2C1=O)F